6-methoxy-N-(pyridin-2-yl)-2-(pyrrolidin-1-yl)-7-(3-(pyrrolidin-1-yl)prop-1-yn-1-yl)quinazolin-4-amine COC=1C=C2C(=NC(=NC2=CC1C#CCN1CCCC1)N1CCCC1)NC1=NC=CC=C1